3-[3-[4-(aminomethyl)phenyl]-6-phenyl-imidazo[4,5-b]pyridin-2-yl]pyridin-2-amine NCC1=CC=C(C=C1)N1C(=NC=2C1=NC=C(C2)C2=CC=CC=C2)C=2C(=NC=CC2)N